C(C)(C)(C)C1=CC=C(C=C1)N(C1=CC=2C(C3=CC=CC=C3C2C=C1)(C)C)C=1C=CC=C(C1)C=1CC(C=C(C1)C(C)(C)C)(C1=CC(=CC(=C1)C(C)(C)C)C(C)(C)C)C(C)(C)C N-(4-tert-butylphenyl)-N-(3,3'',5,5''-tetra-t-butyl-1,1':3,1''-terphenyl-5'-yl)-9,9-dimethyl-9H-fluoren-2-amine